1-(6-(1-isopropyl-1H-pyrazol-4-yl)-3H-indol-3-yl)-3-(4-(trifluoromethyl)phenyl)urea C(C)(C)N1N=CC(=C1)C1=CC=C2C(C=NC2=C1)NC(=O)NC1=CC=C(C=C1)C(F)(F)F